ClC1=CC=C(C=N1)CN1CCN2C1=C(C1CCC2O1)[N+](=O)[O-] 1-[(6-chloro-3-pyridinyl)methyl]-2,3,5,6,7,8-hexahydro-9-nitro-5,8-Epoxy-1H-imidazo[1,2-a]azepine